FC1=NC(=CC(=C1)NC1=CC=C(C(=N1)C(=O)NC1(CCC1)CC)OC)F 6-[(2,6-difluoro-4-pyridinyl)amino]-N-(1-ethylcyclobutyl)-3-methoxy-pyridine-2-carboxamide